4-(4-((S)-2-((S)-2-((tert-Butoxycarbonyl) amino)-3-methylbutanoylamino)-3-isopropoxy-3-oxopropyl) phenyl) 1-methyl 2-methylenesuccinate C=C(C(=O)OC)CC(=O)OC1=CC=C(C=C1)C[C@@H](C(=O)OC(C)C)NC([C@H](C(C)C)NC(=O)OC(C)(C)C)=O